(R)-6-(3-(2,3-difluorophenyl)isoxazolidin-2-yl)-N-(2-methoxy-4-(4-(4-methylpiperazin-1-yl)piperidin-1-yl)phenyl)pyrimidin-4-amine FC1=C(C=CC=C1F)[C@@H]1N(OCC1)C1=CC(=NC=N1)NC1=C(C=C(C=C1)N1CCC(CC1)N1CCN(CC1)C)OC